ClC1=CC=C2C(=CNC2=C1N1N=CC(=C1)F)S(=O)(=O)NC1=NC(=C(C(=N1)OC)OC(F)F)OC 6-chloro-N-[5-(difluoromethoxy)-4,6-dimethoxy-pyrimidin-2-yl]-7-(4-fluoropyrazol-1-yl)-1H-indole-3-sulfonamide